7-O-(Aminoethyl)-D-Glycero-D-manno-heptopyranose NCCOC[C@H]([C@@H]1[C@H]([C@@H]([C@@H](C(O)O1)O)O)O)O